1-methyl-2-oxo-1,2-dihydropyridine-3-carboxaldehyde CN1C(C(=CC=C1)C=O)=O